2',3'-dihydro-1'H-spiro[cyclopentane-1,4'-isoquinoline] C1NCC2(C3=CC=CC=C13)CCCC2